C(C([2H])([2H])[2H])(N1N=CC=C1C(=O)N)([2H])[2H] 1-(ethyl-d5)-1H-pyrazole-5-carboxamide